CCCCC#CCCCCCC 5-dodecyn